tert-butyl 8-methoxy-4-(1-methyl-7-methylsulfonyl-2-oxo-4H-pyrimido[4,5-d]pyrimidin-3-yl)-3,4-dihydro-2H-quinoline-1-carboxylate COC=1C=CC=C2C(CCN(C12)C(=O)OC(C)(C)C)N1C(N(C2=NC(=NC=C2C1)S(=O)(=O)C)C)=O